C(CCC(=O)O)(=O)O.CC(C(C)O)O methyl-propylene glycol succinate